3-benzyl-6-(cyclohexylmethyl)-2,3,4,6-tetrahydropyrido[3,4-c][1,8]naphthyridin-5(1H)-one C(C1=CC=CC=C1)N1CC=2C(N(C=3N=CC=CC3C2CC1)CC1CCCCC1)=O